FC1=CC=C(C=C1)NC(=O)C1(CC1)C(=O)NC1=CC=C(C=C1)OC1=CC=NC2=CC(=CC=C12)C=1C=NN(C1)C 1-N'-(4-fluorophenyl)-1-N-[4-[7-(1-methylpyrazol-4-yl)quinolin-4-yl]Oxyphenyl]Cyclopropane-1,1-dicarboxamide